NC1=NC=CC(=C1)C=1C=C2C=CN(C(C2=CC1)=O)CC=1C=C(C(=O)NC2CCCC2)C=CC1 3-((6-(2-aminopyridin-4-yl)-1-oxoisoquinolin-2(1H)-yl)methyl)-N-cyclopentyl-benzamide